BrC1=C2CCC3(C2=C(C=C1)O)CCC1=C(C=CC(=C13)O)Br 4,4'-dibromo-1,1'-spirobiindane-7,7'-diol